23-hydroxy-nonacosanoic acid OC(CCCCCCCCCCCCCCCCCCCCCC(=O)O)CCCCCC